3-nitro-6-{1H-pyrrolo[2,3-b]pyridine-3-yl}quinoline-4-amine [N+](=O)([O-])C=1C=NC2=CC=C(C=C2C1N)C1=CNC2=NC=CC=C21